indolophenanthridine C1=CC=CC2=NC=C3C=CC4=C(C3=C12)C=1C=CC=CC1N4